C(C)N(C(CC1=C(N=C2N1C=CC(=C2)C)C2=CC=C(C=C2)OC)=O)CC2=CC=NC=C2 N-ethyl-N-(4-pyridylmethyl)-2-[2-(4-methoxyphenyl)-7-methyl-imidazo[1,2-a]pyridin-3-yl]-acetamide